C1(CC1)C1=NN(C=N1)C1CC2(CN(C2)C(=O)N2CC3(C2)CCC(CC3)OC3=C(C=C(C=C3)F)S(=O)(=O)C)C1 [6-(3-cyclopropyl-1,2,4-triazol-1-yl)-2-azaspiro[3.3]heptan-2-yl]-[7-(4-fluoro-2-mesyl-phenoxy)-2-azaspiro[3.5]nonan-2-yl]methanone